2,6-di-t-butylamino-p-cresol C(C)(C)(C)NC1=CC(=CC(=C1O)NC(C)(C)C)C